C(C)(=O)N[C@@]1(C(O)O[C@@H]([C@@H]([C@@H]1O)O)C(O)C(C)=O)N 2-acetamido-6-acetylgalactosamine